C(C)C=1C(=CC=C2C=C(C=C(C12)N1CC=2N=C(N=C(C2CC1)N1CC2(C(NC(N2)=O)=O)CCC1)OCC1(CC1)CN1CCOCC1)O)F 7-(7-(8-Ethyl-7-fluoro-3-hydroxynaphthalen-1-yl)-2-((1-(morpholinomethyl)cyclopropyl)methoxy)-5,6,7,8-tetrahydropyrido[3,4-d]pyrimidin-4-yl)-1,3,7-triazaspiro[4.5]decane-2,4-dione